4-fluoro-3-(2H-tetrazol-5-yl)benzenesulfonyl chloride FC1=C(C=C(C=C1)S(=O)(=O)Cl)C=1N=NNN1